C(O)(O)=O.C(C)C1(C(C(C1)(C1CCCCC1)CC)(N)N)C1CCCCC1 2,4-diethyl-2,4-dicyclohexylcyclobutanediamine carbonate